N-cyclopropyl-2-fluoro-4-methyl-5-(4-(6-(1-methylpiperidin-4-yl)imidazo[1,2-a]pyridin-3-yl)-1H-pyrazol-1-yl)benzamide C1(CC1)NC(C1=C(C=C(C(=C1)N1N=CC(=C1)C1=CN=C2N1C=C(C=C2)C2CCN(CC2)C)C)F)=O